BrC1=CC(=C(C=C1)C=1OC2=C(C=CC=C2C(C1)=O)Cl)OCCOCCN1CCOCC1 2-[4-bromo-2-[2-(2-morpholinoethoxy)ethoxy]phenyl]-8-chloro-chromen-4-one